N-(2-((2S,4R)-4-hydroxy-2-methylpyrrolidin-1-yl)-5-(trifluoromethyl)pyridin-4-yl)-6-(1H-pyrazol-4-yl)picolinamide O[C@@H]1C[C@@H](N(C1)C1=NC=C(C(=C1)NC(C1=NC(=CC=C1)C=1C=NNC1)=O)C(F)(F)F)C